BrC1=C(C=CC=C1)[C@@H]1N(CCCCC1)C=1C2=C(N=C(N1)N)CCC2 |r| (+/-)-4-(2-(2-bromophenyl)azepan-1-yl)-6,7-dihydro-5H-cyclopenta[d]pyrimidin-2-amine